BrC=1C=C(N(N1)C1=NC=CC=C1Cl)C(=O)NC=1C(=C2C=CC(=NC2=CC1C(=O)N)C(F)(F)F)C 6-[[5-bromo-2-(3-chloro-2-pyridyl)pyrazole-3-carbonyl]amino]-5-methyl-2-(trifluoromethyl)quinoline-7-carboxamide